(R)-3-((2-(5-fluoro-1H-pyrrolo[2,3-b]pyridin-3-yl)-7-isopropyl-7H-pyrrolo[2,3-d]pyrimidin-4-yl)amino)-4,4-dimethylpentanoic acid FC=1C=C2C(=NC1)NC=C2C=2N=C(C1=C(N2)N(C=C1)C(C)C)N[C@H](CC(=O)O)C(C)(C)C